C(C1=CC=CC=C1)OCCOCCOC1=C(N(C2=CC(=C(C=C12)F)F)C)C(=O)N1CCN(CC1)C([C@H](C1CCCCC1)NC(OC(C)(C)C)=O)=O tert-Butyl [(S)-2-(4-{3-[2-(2-benzyloxy-ethoxy)-ethoxy]-5,6-difluoro-1-methyl-1H-indole-2-carbonyl}piperazin-1-yl)-1-cyclohexyl-2-oxo-ethyl]carbamate